C(C)(C)(C)OC(=O)N1N=CC=2C1=NC=C(N2)CO[Si](C)(C)C(C)(C)C 5-(((tert-butyldimethylsilyl)oxy)methyl)-1H-pyrazolo[3,4-b]Pyrazine-1-carboxylic acid tert-butyl ester